C(C)(C)(C)OC(=O)N1C(CC=CC1)C=1C=NN(C1)C1=CC=C(C=C1)C#N (1-(4-cyanophenyl)-1H-pyrazol-4-yl)-3,6-dihydropyridine-1(2H)-carboxylic acid tert-butyl ester